Propoxy-1,1-biphenyl C(CC)OC1=C(C=CC=C1)C1=CC=CC=C1